N1=C(C=CC=C1)C(CC)N 1-(2-pyridyl)propan-1-amine